N-[2-(4-aminobutanoyl-amino)ethyl]-2-chloro-4-[[3-[3-(trifluoromethyl)-1H-pyrazol-4-yl]imidazo[1,2-a]pyrazin-8-yl]amino]benzamide NCCCC(=O)NCCNC(C1=C(C=C(C=C1)NC=1C=2N(C=CN1)C(=CN2)C=2C(=NNC2)C(F)(F)F)Cl)=O